COC1=CC=C(CNC)C=C1 N-(4-methoxybenzyl)-N-methylamine